OC1(C(CCCN1)O)O 6-hydroxy-5-hydroxy-6-hydroxypiperidine